N1[C@H](CCC1)C1=NC=CC(=C1)NS(=O)(=O)C1CC1 N-[2-[(2R)-pyrrolidin-2-yl]pyridin-4-yl]cyclopropanesulfonamide